1-[(1-(triphenylmethyl)imidazol-4-yl)ethyl]ethanol C1(=CC=CC=C1)C(N1C=NC(=C1)CCC(C)O)(C1=CC=CC=C1)C1=CC=CC=C1